N-(3-(dimethylamino)propyl)-4-(8-hydroxyquinolin-6-yl)-2-methylbenzamide CN(CCCNC(C1=C(C=C(C=C1)C=1C=C2C=CC=NC2=C(C1)O)C)=O)C